N-(5,6-dihydro-4H-benzo[f]imidazo[1,2-a]azepin-4-yl)-6-methyl-4-oxo-1-phenyl-1,4-dihydropyridazine-3-carboxamide C1=CN=C2N1C1=C(CCC2NC(=O)C2=NN(C(=CC2=O)C)C2=CC=CC=C2)C=CC=C1